[Fe].O.[Al] aluminium water iron